C(C(C)C)NC(=S)SSC(=S)N (isobutyl)thiuram disulfide